C(C)(C)(C)OC(=O)N1[C@@H]2C[C@@H]2C[C@H]1C(NC1=NC(=CC=C1C)Cl)=O (1R,3S,5R)-3-((6-chloro-3-methylpyridin-2-yl)carbamoyl)-2-azabicyclo[3.1.0]hexane-2-carboxylic acid tert-butyl ester